6-(6-(2,2,2-trifluoro-1-hydroxyethyl)pyridazin-3-yl)-2,6-diazaspiro[3.4]octane FC(C(O)C1=CC=C(N=N1)N1CC2(CNC2)CC1)(F)F